4,4,5,5-tetramethyl-2-(naphthalen-1-yl)-1,3,2-dioxaborolane CC1(OB(OC1(C)C)C1=CC=CC2=CC=CC=C12)C